OC[C@H]1N(C[C@H](C1)C(F)(F)F)C(=O)OC(C)(C)C (2S,4S)-tert-Butyl 2-(hydroxymethyl)-4-(trifluoromethyl)pyrrolidine-1-carboxylate